(R)-9-(3-Cyclopropyl-[1,2,4]oxadiazol-5-yl-methyl)-3-fluoro-2-((R)-3-methyl-morpholin-4-yl)-6-trifluoromethyl-6,7,8,9-tetrahydro-pyrimido[1,2-a]-pyrimidin-4-one C1(CC1)C1=NOC(=N1)CN1CC[C@@H](N2C1=NC(=C(C2=O)F)N2[C@@H](COCC2)C)C(F)(F)F